CC1=CC(=CC(=N1)N1C(C2=CC(=CC=C2C1)C1(COC1)CC1=NN=CN1C)=O)NCC1NCCC1 2-(6-Methyl-4-((pyrrolidin-2-ylmethyl)amino)pyridin-2-yl)-6-(3-((4-methyl-4H-1,2,4-triazol-3-yl)methyl)oxetan-3-yl)isoindolin-1-one